Methyl 3-chloro-5-iodo-2,6-bis((2-(trimethylsilyl)ethoxy)methoxy)benzoate ClC=1C(=C(C(=O)OC)C(=C(C1)I)OCOCC[Si](C)(C)C)OCOCC[Si](C)(C)C